C(C)OP1(OC(=C(C2=C1C=CC=C2)[Se]C2=CC=CC=C2)C2=CC=C(C=C2)OC)=O 1-Ethoxy-3-(4-methoxyphenyl)-4-(phenylselanyl)benzo[c][1,2]oxaphosphinine 1-oxide